N-(4-((7H-pyrrolo[2,3-D]pyrimidin-4-yl)oxy)phenyl)-2-(4-(trifluoromethyl)phenyl)acetamide N1=CN=C(C2=C1NC=C2)OC2=CC=C(C=C2)NC(CC2=CC=C(C=C2)C(F)(F)F)=O